CC1(OB(OC1(C)C)C(CO)=C)C 2-(4,4,5,5-tetramethyl-1,3,2-dioxaborolan-2-yl)prop-2-en-1-ol